benzyl (S)-4-(((S)-3-methoxy-1-((naphthalen-1-ylmethyl)amino)-1-oxopropan-2-yl)amino)-3-(methyl sulfonamido)-4-oxobutanoate COC[C@@H](C(=O)NCC1=CC=CC2=CC=CC=C12)NC([C@H](CC(=O)OCC1=CC=CC=C1)NS(=O)(=O)C)=O